C(C)N(CCCOC(=O)OCC(COC(CCCCCCC\C=C/C\C=C/CCCCC)=O)CCCCC(OC(CCCCCC)CCCCCC)=O)CC.CC1=C(C=C(C(=C1)O)C)C(CCC1=C(C=C(C(=C1)C)O)C)C1=C(C=C(C(=C1)C)O)C 1,1,3-tris(2,5-dimethyl-4-hydroxyphenyl)propane 2-((((3-(diethylamino)propoxy)carbonyl)oxy)methyl)-7-oxo-7-(tridecan-7-yloxy)heptyl-(9Z,12Z)-octadeca-9,12-dienoate